1-((S or R)-1-(4,5-dimethyl-6-((1R,5S)-2-oxo-3-azabicyclo[3.1.0]hexan-3-yl)pyridazin-3-yl)ethyl)-1H-1,2,3-triazole-4-carboxamide CC1=C(N=NC(=C1C)N1C([C@@H]2C[C@@H]2C1)=O)[C@H](C)N1N=NC(=C1)C(=O)N |o1:15|